1-(2,3,6-trimethylphenyl)but-3-en-2-one CC1=C(C(=CC=C1C)C)CC(C=C)=O